6-((S)-3-methylmorpholino)-1-(benzenesulfonyl)-1H-pyrrole C[C@H]1COCCN1C1=CC=CC=C1S(=O)(=O)N1C=CC=C1